FC=1C(=CC(=NC1)NC1=NC=CC(=C1)C[S@](=O)(=N)C)C1=C(C=C(C=C1)F)OC (S)-5-Fluoro-4-(4-fluoro-2-methoxyphenyl)-N-{4-[(S-methylsulfonimidoyl)methyl]pyridin-2-yl}pyridin-2-amine